C1CCC2=C(C=3CCCC3C=C12)NC(=O)N1CC=C2OC[C@@H](CN21)CNC (R,6R)-N-((1,2,3,5,6,7-hexahydro-s-indacen-4-yl)carbamoyl)-6-((methylamino)methyl)-6,7-dihydro-5H-pyrazolo[5,1-b][1,3]oxazine